nickel-magnesium oxygen [O].[Mg].[Ni]